7-chloro-5-fluoro-4-(prop-2-yn-1-ylamino)-1-(pyridin-3-yl)quinazolin-2(1H)-one ClC1=CC(=C2C(=NC(N(C2=C1)C=1C=NC=CC1)=O)NCC#C)F